FC(C1=CC(=CN=N1)NC(=O)N1CC(C2=C1C=NC=1N2N=C(C1)CC)(C(F)(F)F)C)F N-(6-(difluoromethyl)pyridazin-4-yl)-2-ethyl-8-methyl-8-(trifluoromethyl)-7,8-dihydro-6H-pyrazolo[1,5-a]pyrrolo[2,3-e]pyrimidine-6-carboxamide